(1r,3r)-3-((8-(tert-butylamino)-6-(difluoromethyl)pyrido[3,4-d]pyrimidin-2-yl)amino)cyclobutan-1-ol C(C)(C)(C)NC1=NC(=CC2=C1N=C(N=C2)NC2CC(C2)O)C(F)F